1-(methoxymethoxy)-3-methyl-3-hydroxybutane COCOCCC(C)(O)C